CN(C(=O)CN1C[C@H]([C@H](CC1)NC1=C2C=C(N(C2=CC=C1)CC(F)(F)F)C#CCNC1=C(C=C(C(=O)OC)C=C1)OC)F)C methyl 4-{[3-(4-{[(3R,4S)-1-[(dimethylcarbamoyl) methyl]-3-fluoropiperidin-4-yl]amino}-1-(2,2,2-trifluoroethyl)-1H-indol-2-yl)prop-2-yn-1-yl]amino}-3-methoxybenzoate